N1=NC(=NN=C1)C1=CC=C(CC=2C(=NC(=CC2)F)C(=O)N)C=C1 (4-(1,2,4,5-tetrazin-3-yl)benzyl)-6-fluoropicolinamide